2-(2,5-dimethylpyrrol-1-yl)-5-(3-methoxyoxetan-3-yl)-4-methyl-thiazole CC=1N(C(=CC1)C)C=1SC(=C(N1)C)C1(COC1)OC